N-{4-[(3-{3-cyano-4-[(propan-2-yl)oxy]phenyl}-1-{[2-(trimethylsilyl)ethoxy]methyl}-1H-pyrrolo[2,3-b]pyridin-4-yl)oxy]-3,5-difluorophenyl}-N'-(3-hydroxy-2,2-dimethylpropyl)thiourea C(#N)C=1C=C(C=CC1OC(C)C)C1=CN(C2=NC=CC(=C21)OC2=C(C=C(C=C2F)NC(=S)NCC(CO)(C)C)F)COCC[Si](C)(C)C